(2-(2-(diethylamino)ethyl)-5-(hydroxymethyl)-1,3-dioxan-5-yl)methyl (9Z,12Z)-octadeca-9,12-dienoate C(CCCCCCC\C=C/C\C=C/CCCCC)(=O)OCC1(COC(OC1)CCN(CC)CC)CO